F[P-](F)(F)(F)(F)F.CN1C=CC(C=C1)=C1C=CN(C=C1)C N,N'-dimethyl-4,4'-bipyridyl hexafluorophosphate